3-fluoro-N-(2-oxo-5,6,7,8-tetrahydro-2H-chromen-3-yl)-5-(trifluoromethyl)benzamide FC=1C=C(C(=O)NC=2C(OC=3CCCCC3C2)=O)C=C(C1)C(F)(F)F